1-p-chlorophenyl-1-(2-pyridyl)-3-dimethylaminopropane ClC1=CC=C(C=C1)C(CCN(C)C)C1=NC=CC=C1